ClC=1N=CC2=CC(=CC=C2C1)C=1C(=CC(=NC1)C(CC)=O)C 1-[5-(3-chloroisoquinolin-7-yl)-4-methylpyridin-2-yl]propan-1-one